FC1=C(C=C(C=C1)C1=C(C=C(C=C1)CC#N)N1CCC(CC1)C1=C(N=CN1COCC[Si](C)(C)C)C)C 2-(4'-fluoro-3'-methyl-2-(4-(4-methyl-1-((2-(trimethylsilyl)ethoxy)methyl)-1H-imidazol-5-yl)piperidin-1-yl)-[1,1'-biphenyl]-4-yl)acetonitrile